CC1=CC(=CS1)C#N 5-methylthiophene-3-carbonitrile